8-(4-chloro-2-fluorophenyl)-6-(4-(2,2-difluoroethyl)-3-(1-methyl-1H-pyrazol-4-yl)piperazin-1-yl)-2,3-dimethylpyrimidino[5,4-d]pyrimidin-4(3H)-one ClC1=CC(=C(C=C1)C1=NC(=NC2=C1N=C(N(C2=O)C)C)N2CC(N(CC2)CC(F)F)C=2C=NN(C2)C)F